BrC1=CC=C(C=C1)C=1N=C(SC1)N(C(CCl)=O)C1=CC(=CC=C1)OC N-[4-(4-bromophenyl)thiazol-2-yl]-2-chloro-N-(3-methoxyphenyl)acetamide